BrC=1C=C(C=2N(C1Cl)N=CN2)C2CC2 6-bromo-5-chloro-8-cyclopropyl-[1,2,4]triazolo[1,5-a]pyridine